COC1=CC=C(C=C1)S(=O)(=O)NC1=CC=C(C=C1)C=1N=C(OC1)C1=CC=C(C=C1)OC(C)C 4-Methoxy-N-{4-[2-[4-(propan-2-yloxy)phenyl]-1,3-oxazol-4-yl]phenyl}benzenesulfonamide